C(C)(C)(C)OC(=O)N1CC(C1)C(CCC(=O)OCC)F 3-(4-ethoxy-1-fluoro-4-oxobutyl)azetidine-1-carboxylic acid tert-butyl ester